OCCN1CCCCC1 (2-hydroxyethyl)piperidine